4-ethynyl-4-(2-phenoxyethoxy)piperidine-1-carboxylic acid tert-butyl ester C(C)(C)(C)OC(=O)N1CCC(CC1)(OCCOC1=CC=CC=C1)C#C